1-(3-(4-amino-3-(4-phenoxyphenyl)-1H-pyrazolo[3,4-d]pyrimidin-1-yl)piperidin-1-yl)vinylsulfone NC1=C2C(=NC=N1)N(N=C2C2=CC=C(C=C2)OC2=CC=CC=C2)C2CN(CCC2)C(=C)S(=O)(=O)C(=C)N2CC(CCC2)N2N=C(C=1C2=NC=NC1N)C1=CC=C(C=C1)OC1=CC=CC=C1